NC1=NOC2=C1C(=CC=C2)OCC2=CC=CC=C2 3-amino-4-benzyloxybenzo[d]Isoxazole